N1=CN=C(C2=C1NC=C2)C2=C(C(=O)N)C=CC=C2 7H-pyrrolo[2,3-d]Pyrimidin-4-yl-benzamide